F[C@@H]1[C@@H]2CCC[C@H](C[C@H]1OC1=CC=C(N=N1)C1=C(C=C(C=C1)C1=NC=CC(N1C)=O)O)N2 2-(4-(6-(((1S,2R,3R,5R)-2-fluoro-9-azabicyclo[3.3.1]nonan-3-yl)oxy)pyridazin-3-yl)-3-hydroxyphenyl)-3-methylpyrimidin-4(3H)-one